[Cl-].[Zn+2].C(CCC)N1CN(C=C1)C.[Cl-] 1-butyl-3-methylimidazole zinc chloride salt